N[C@@H](COCCNC(C1=C(C=C(C=C1)NC=1C=2N(C=CN1)C(=CN2)C=2C(=NN(C2)CC=C)C(F)(F)F)CC)=O)C N-[2-[(2R)-2-aminopropoxy]ethyl]-2-ethyl-4-[[3-[1-prop-2-enyl-3-(trifluoromethyl)pyrazol-4-yl]imidazo[1,2-a]pyrazin-8-yl]amino]benzamide